COC(=O)[C@H]1N(CC2(OCCO2)C1)C(CNC(=O)C=1C=CC=2C(C3=CC(=CC=C3C2C1)C)(F)F)=O.IC(S(=O)(=O)C1=CC=C(C)C=C1)I Para-[(diiodomethyl)sulfonyl]toluene methyl-(S)-7-((9,9-difluoro-7-methyl-9H-fluorene-3-carbonyl)glycyl)-1,4-dioxa-7-azaspiro[4.4]nonane-8-carboxylate